6-(3-isopropyl-5-(1-(tetrahydro-2H-pyran-3-yl)piperidin-4-yl)-1H-indol-2-yl)-2,4-dimethylpyridazin-3(2H)-one C(C)(C)C1=C(NC2=CC=C(C=C12)C1CCN(CC1)C1COCCC1)C=1C=C(C(N(N1)C)=O)C